(3-(((6-(isoindolin-2-ylmethyl)-4-oxo-4H-pyran-3-yl)oxy)methyl)cyclopentyl)carbamic acid tert-butyl ester C(C)(C)(C)OC(NC1CC(CC1)COC1=COC(=CC1=O)CN1CC2=CC=CC=C2C1)=O